(7-((3,6-Dimethylpyridin-2-yl)oxy)-2-azaspiro[3.5]nonan-2-yl)((1s,3s)-3-hydroxy-3-methylcyclobutyl)methanone CC=1C(=NC(=CC1)C)OC1CCC2(CN(C2)C(=O)C2CC(C2)(C)O)CC1